F[C@@]1(C=2C=CC=NC2[C@H](CC1)O)C(=O)NCC1=C(C=C(C=C1F)F)F (5S,8S)-5-fluoro-8-hydroxy-N-(2,4,6-trifluorobenzyl)-5,6,7,8-tetrahydroquinoline-5-carboxamide